3-Acetyl-N,N-dimethylbenzamide C(C)(=O)C=1C=C(C(=O)N(C)C)C=CC1